FC1=C2C(=NC(N(C2=CC=C1)C([2H])([2H])[2H])=O)N1CCOCC2=C1C=CC=C2C#CC2(CN(CC2)C)C(F)(F)F 5-fluoro-4-[6-[2-[1-methyl-3-(trifluoromethyl)pyrrolidin-3-yl]ethynyl]-3,5-dihydro-2H-4,1-benzoxazepin-1-yl]-1-(trideuteriomethyl)quinazolin-2-one